FC(C=1C=CC=2N(N1)C(=CN2)C2=NC=CC(=C2)F)F 6-(difluoromethyl)-3-(4-fluoro-2-pyridinyl)imidazo[1,2-b]Pyridazine